FC1(C(C2=C(C=CC(=C2C1)OC1=C(C#N)C=C(C=C1C#N)F)SC(F)(F)F)O)F ((2,2-difluoro-1-hydroxy-7-(trifluoromethylsulfanyl)-2,3-dihydro-1H-inden-4-yl)oxy)-5-fluoro-isophthalonitrile